1-benzyl-3-(4-methoxybenzenesulfonyl)-6-oxohexahydro-pyrimidine-4-carboxylic acid hydroxyamide ONC(=O)C1N(CN(C(C1)=O)CC1=CC=CC=C1)S(=O)(=O)C1=CC=C(C=C1)OC